α-bromoacrylic acid BrC(C(=O)O)=C